FC1(CCN(CC1)C(=O)C=1C=C2C(=NC1)N(C=C2)C2=CC=C(C(=O)OCC)C=C2)F ethyl 4-(5-(4,4-difluoropiperidine-1-carbonyl)-1H-pyrrolo[2,3-b]pyridin-1-yl)benzoate